C1OCC12CCN(CC2)C2=NNC(=N2)N 3-(2-oxa-7-azaspiro[3.5]non-7-yl)-1H-1,2,4-triazole-5-amine